NC=1C2=C(N=CN1)N(C(=C2C2=CC(=C(C=C2)N=S2(CCCCC2)=O)F)C2=CC=C(C=C2)NC(C#CC)=O)C N-(4-(4-amino-5-(3-fluoro-4-((1-oxotetrahydro-2H-1λ6-thiopyran-1-ylidene)amino)phenyl)-7-methyl-7H-pyrrolo[2,3-d]pyrimidin-6-yl)phenyl)but-2-ynamide